ClC=1C=CC2=C(N=C(O2)C23CC(C2)(C3)NC(C3=CC(=CC=C3)NS(=O)(=O)C)=O)C1 N-[3-(5-chloro-1,3-benzoxazol-2-yl)-1-bicyclo[1.1.1]pentanyl]-3-(methylsulfonylamino)benzamide